(S)-2-(2,4-dimethoxybenzyl)-4-fluoro-5-((4-((2-hydroxy-1-phenylethyl)amino)-5-(3-(quinuclidin-4-yl)-1,2,4-oxadiazol-5-yl)pyrimidin-2-yl)amino)-3,3-dimethylisoindolin-1-one COC1=C(CN2C(C3=CC=C(C(=C3C2(C)C)F)NC2=NC=C(C(=N2)N[C@H](CO)C2=CC=CC=C2)C2=NC(=NO2)C23CCN(CC2)CC3)=O)C=CC(=C1)OC